[O-]S(=O)(=O)C(F)(F)F.C[N+]1(CCCCC1)CCCC 1-methyl-1-butylpiperidinium triflate